4-(3-(2-sulfamoylaminoethyl)azetidine-1-yl)-5-methyl-5H-pyrrolo[3,2-d]pyrimidine S(N)(=O)(=O)NCCC1CN(C1)C=1C2=C(N=CN1)C=CN2C